(1R,2R,3S,4R,5S)-4-(2-chloro-6-((2,2-difluoroethyl)amino)-9H-purin-9-yl)bicyclo[3.1.0]hexane-2,3-diol ClC1=NC(=C2N=CN(C2=N1)[C@H]1[C@@H]([C@@H]([C@@H]2C[C@H]12)O)O)NCC(F)F